N-[(1R)-2-[[(1R)-1-cyano-2-[(3S)-2-oxo-3-piperidyl]ethyl]amino]-1-(cyclopropylmethyl)-2-oxo-ethyl]-4-methoxy-1H-indole-2-carboxamide C(#N)[C@@H](C[C@H]1C(NCCC1)=O)NC([C@@H](CC1CC1)NC(=O)C=1NC2=CC=CC(=C2C1)OC)=O